N1-(1H-benzoimidazol-5-yl)-1-{4-[2-(tricyclo[3.3.1.13,7]decan-1-yl)-1,3-thiazol-5-yl]phenyl}ethane-1,2-diamine N1C=NC2=C1C=CC(=C2)NC(CN)C2=CC=C(C=C2)C2=CN=C(S2)C21CC3CC(CC(C2)C3)C1